2'-Methoxyuridine CO[C@@]1([C@@H](O[C@@H]([C@H]1O)CO)N1C(=O)NC(=O)C=C1)O